N(C1=CC=CC=C1)C1=C(NC2=C1C(N(C1(C2)CCC1)C)=O)C1=CC(=NC=C1)NC([C@@H](CC(F)F)C1=CC=C(C=C1)F)=O (2S)-N-[4-(3'-anilino-5'-methyl-4'-oxo-1',4',5',7'-tetrahydrospiro[cyclobutane-1,6'-pyrrolo[3,2-c]pyridin]-2'-yl)pyridin-2-yl]-4,4-difluoro-2-(4-fluorophenyl)butanamide